[O-]CCCC.CC(C[Al+]CC(C)C)C di(2-methylpropyl)aluminum butoxide